O.[Cl-].[V+3].[Cl-].[Cl-] vanadium(III) chloride hydrate